4-(azetidin-1-yl)-5-(azetidin-3-yl)pyrimidine N1(CCC1)C1=NC=NC=C1C1CNC1